N1CC(CCC1)C1CCNCC1 3,4'-bipiperidine